methyl-5-(2-chlorophenyl)-3-(((4-nitrophenoxy)carbonyl)amino)thiophene-2-carboxylic acid CC=1C(=C(SC1C1=C(C=CC=C1)Cl)C(=O)O)NC(=O)OC1=CC=C(C=C1)[N+](=O)[O-]